C(C=C)S(=O)(=O)[O-].[Mn+2].C(C=C)S(=O)(=O)[O-] manganese(II) allylsulfonate